C(\C=C/C(=O)O)(=O)O.FC1=C(C#N)C=CC=C1 2-fluoro-benzonitrile maleate